[Cl-].C(CCCCCCCCCCCCCCC)(=O)OCCN1C(N(CC1)CCO)CCCCCCCCCCCCCCC 1-[2-(hexadecanoyloxy)ethyl]-2-pentadecyl-3-(2-hydroxyethyl)imidazoline chloride